C(C)(C)OC1=NNC=2C1=NC(=CC2CN2CCCC2)C=2C=C1CN(C(C1=CC2)=O)C2C(NC(CC2)=O)=O 3-(5-(3-isopropoxy-7-(pyrrolidin-1-ylmethyl)-1H-pyrazolo[4,3-b]pyridin-5-yl)-1-oxoisoindolin-2-yl)piperidine-2,6-dione